9-(1-bromoethyl)-3-(4-methoxybenzyl)-4,7-dimethyl-3,4-dihydro-5H-pyrazolo[3,4-C]isoquinolin-5-one BrC(C)C=1C=2C3=C(N(C(C2C=C(C1)C)=O)C)N(N=C3)CC3=CC=C(C=C3)OC